tert-butyl [2-(4-methyl-1,2-oxazol-5-yl)-2-oxoethyl]carbamate CC=1C=NOC1C(CNC(OC(C)(C)C)=O)=O